C1([C@H](O)[C@@H](O)[C@H](O)[C@H](O1)CO)C([C@@H](O)[C@H](O)[C@@H](O)[C@H](O)CO)O glucopyranosyl-iditol